3-(3-Acetylphenyl)propionic acid ethyl ester C(C)OC(CCC1=CC(=CC=C1)C(C)=O)=O